C(CC)C1=CN=CC=2N=C(N=C(C21)N)C2=CNC=1N=CN=CC12 propyl-2-{7H-pyrrolo[2,3-d]pyrimidin-5-yl}pyrido[3,4-d]pyrimidin-4-amine